[3-[3-[benzyloxycarbonyl(methyl)amino]propyl]-2-(2-trimethylsilylethoxymethyl)indazol-4-yl]boronic acid C(C1=CC=CC=C1)OC(=O)N(CCCC=1N(N=C2C=CC=C(C12)B(O)O)COCC[Si](C)(C)C)C